COC1=CC=C(C=C1)N1C(=NC2=C1C=CC=C2)C2=CC(=C(C(=C2)OC)OC)OC 1-(4-methoxyphenyl)-2-(3,4,5-trimethoxyphenyl)-1H-benzo[d]imidazole